CN(C)CC=1C=CC2=C(N=C(O2)NC2=NC3=C(N2C2=CC=CC=C2)C=CC(=C3)F)C1 5-((dimethylamino)methyl)-N-(5-fluoro-1-phenyl-1H-benzo[d]imidazol-2-yl)benzo[d]oxazol-2-amine